C1=C(C=CC2=CC=CC=C12)/C=C/C(=O)NCC(=O)O (E)-(3-(Naphthalen-2-yl)acryloyl)Glycine